(S)-3-((4-(3-(2,4-Difluoro-3-hydroxy-5-(trifluoromethyl)phenyl)-1-methyl-1H-pyrazolo[3,4-d]pyrimidin-6-yl)morpholin-2-yl)methyl)benzamide FC1=C(C=C(C(=C1O)F)C(F)(F)F)C1=NN(C2=NC(=NC=C21)N2C[C@@H](OCC2)CC=2C=C(C(=O)N)C=CC2)C